C(C)(C)NC1=NC(=NC(=N1)NC1CCOCC1)C1=CC=CC=C1 N2-isopropyl-6-phenyl-N4-(tetrahydro-2H-pyran-4-yl)-1,3,5-triazine-2,4-diamine